C1(CC1)C=1C=CC=2N(C1)C=C(N2)CN2N=NC(=C2)C(=O)NCC2=CC1=C(C=N2)CCO1 1-((6-cyclopropylimidazo[1,2-a]pyridin-2-yl)methyl)-N-((2,3-dihydrofuro[3,2-c]pyridin-6-yl)methyl)-1H-1,2,3-triazole-4-carboxamide